5-(2,5-Dihydro-1H-pyrrol-3-yl)-2'-(4,5-dimethyl-1H-imidazol-2-yl)-3,4'-bipyridin N1CC(=CC1)C=1C=C(C=NC1)C1=CC(=NC=C1)C=1NC(=C(N1)C)C